N-[(2S,3R,4S)-4-fluoro-2-[(3'-fluoro[1,1'-biphenyl]-3-yl)methyl]-1-(2-methylpropanoyl)pyrrolidin-3-yl]ethanesulfonamide F[C@@H]1[C@@H]([C@@H](N(C1)C(C(C)C)=O)CC=1C=C(C=CC1)C1=CC(=CC=C1)F)NS(=O)(=O)CC